OC=1C(=NC=CC1OC)C(=O)N[C@H](C(=O)OC(C(C)C1=NC=C(C=C1Cl)Cl)C)C [2-(3,5-dichloro-2-pyridyl)-1-methyl-propyl] (2S)-2-[(3-hydroxy-4-methoxy-pyridine-2-carbonyl)amino]propanoate